4-{6-[(1S,3S,4R,6S)-6-(cyclopropylmethyl)-2-azabicyclo[2.2.2]octane-3-carbonyl]-2,6-diazaspiro[3.3]heptan-2-yl{pyrimidin-5-yl}oxy}-5-fluoro-N,N-di(propan-2-yl)benzamide C1(CC1)C[C@H]1C[C@@H]2[C@H](N[C@H]1CC2)C(=O)N2CC1(CN(C1)C1=NC=C(C=N1)OC1=CC=C(C(=O)N(C(C)C)C(C)C)C=C1F)C2